C(C)OP(=O)(OCC)O.C1=CC=CC=2SC3=CC=CC=C3NC12 phenothiazine diethyl-phosphate